(2R,2'R,3R,3'R,4S,4'S,5S,5'S,6R,6'R)-2,2'-[{(2R,3R)-2,3-Bis[(4-hydroxy-3-methoxyphenyl)methyl]butane-1,4-diyl}bis(oxy)]bis[6-(hydroxymethyl)oxane-3,4,5-triol] OC1=C(C=C(C=C1)C[C@@H](CO[C@@H]1O[C@@H]([C@H]([C@@H]([C@H]1O)O)O)CO)[C@H](CO[C@@H]1O[C@@H]([C@H]([C@@H]([C@H]1O)O)O)CO)CC1=CC(=C(C=C1)O)OC)OC